C(C)(C)C=1SC2=C(N1)C(CC1(CCN(CC1)C(=O)C=1C=C3C(=NN(C3=C(C1)OC)C)C)C2)=O 2-isopropyl-1'-(7-methoxy-1,3-dimethyl-1H-indazole-5-carbonyl)-5H-spiro[benzo[d]thiazol-6,4'-piperidin]-4(7H)-one